tert-butyl 4-((1-((1-(2,6-dioxopiperidin-3-yl)-3-methyl-2-oxo-2,3-dihydro-1H-benzo[d]imidazol-4-yl)methyl)piperidin-4-yl)methyl)piperidine-1-carboxylate O=C1NC(CCC1N1C(N(C2=C1C=CC=C2CN2CCC(CC2)CC2CCN(CC2)C(=O)OC(C)(C)C)C)=O)=O